C(C)OC(=O)C1=C(NC(=C(C1C1=C(C=CC=C1)\C=C\C(=O)C(CC(=O)O)(C)C)C(=O)OCC)C)C (E)-4-[2-[3-(carboxytert-butyl)-3-oxo-1-propenyl]phenyl]-1,4-dihydro-2,6-dimethyl-3,5-pyridine-dicarboxylic acid diethyl ester